Vinylethyl-dichlorosilan C(=C)CC[SiH](Cl)Cl